CC1=CC=C(C=C1)S(=O)(=O)O.C(C)N(CC)CN1C(\C(\C2=CC=CC=C12)=C\1/NC2=CC=CC=C2C1=O)=O (2Z)-1'-[(diethylamino)methyl]-2,3'-biindole-2',3(1H,1'H)-dione 4-methylbenzenesulfonate